CC=1[C@H](C[C@H]([C@@H](C1)C=1C(=CC(=CC1O)C=1C=NN(C1)C)O)C(=C)C)O (1'R,2'R,4'S)-5'-methyl-4-(1-methyl-1H-pyrazol-4-yl)-2'-(prop-1-en-2-yl)-1',2',3',4'-tetrahydro-[1,1'-biphenyl]-2,4',6-triol